CC1=CC(=NN1C=1C=C2C=CN(C2=CC1)CC1=CC=C(C=C1)C1C[C@@H]2[C@@H](CN(C2)C)C1)C(=O)N 5-Methyl-1-(1-(4-((3aR,5r,6aS)-2-methyloctahydrocyclopenta[c]pyrrol-5-yl)benzyl)-1H-indol-5-yl)-1H-pyrazol-3-carboxamid